3-(3-cyano-5-fluoro-anilino)cyclobutanecarboxylic acid C(#N)C=1C=C(NC2CC(C2)C(=O)O)C=C(C1)F